(((R)-3-Methylmorpholino)methyl)piperazine-1-carboxylic acid tert-butyl ester C(C)(C)(C)OC(=O)N1C(CNCC1)CN1[C@@H](COCC1)C